8-bromo-N-(2,4-dimethoxybenzyl)-3,4-dihydro-1H-pyrano[4,3-c]quinolin-5-amine BrC=1C=CC=2C3=C(C(=NC2C1)NCC1=C(C=C(C=C1)OC)OC)CCOC3